FC=1C=C(C=CC1NC(=O)OC1=CC=C(C=C1)[N+](=O)[O-])S(=O)(=O)N(C1=C(N=CS1)C(=O)OC(C)(C)C)CC1=CC=C(C=C1)OC Tert-butyl 5-[[3-fluoro-4-[(4-nitrophenoxy)carbonylamino]phenyl]sulfonyl-[(4-methoxyphenyl)methyl]amino]thiazole-4-carboxylate